(7Z,11Z)-7,11-hexadecadienal C(CCCCC\C=C/CC\C=C/CCCC)=O